NC=1SC(=CN1)[C@@H](CN1[C@H](COCC1)C)N1C(NCC(C1)(F)F)=O 1-((R)-1-(2-aminothiazol-5-yl)-2-((S)-3-methylmorpholino)ethyl)-5,5-difluorotetrahydropyrimidin-2(1H)-one